(3S,4R)-4-((5-chloro-4-(3-((R)-1-methylpiperidin-3-yl)-1,2,4-thiadiazol-5-yl)pyridin-2-yl)amino)tetrahydro-2H-pyran-3-ol ClC=1C(=CC(=NC1)N[C@H]1[C@@H](COCC1)O)C1=NC(=NS1)[C@H]1CN(CCC1)C